alpha-arabinofuranose O[C@@H]1[C@@H](O)[C@H](O)[C@H](O1)CO